5-hexenylmethyl-dichlorosilane C(CCCC=C)[Si](Cl)(Cl)C